tert-butyl (3R,4S)-4-((5-bromopyrrolo[2,1-f][1,2,4]triazin-2-yl-4-d)amino)-3-fluoropiperidine-1-carboxylate BrC=1C=CN2N=C(N=C(C21)[2H])N[C@@H]2[C@@H](CN(CC2)C(=O)OC(C)(C)C)F